C(CCCCCCCCCCCCCCCCCCC)C1=CC=CC2=CC=CC=C12 eicosyl-naphthalene